piperazine 1-tert-butylformate C(C)(C)(C)C(=O)O.N1CCNCC1